ClC1=C(C=C(C=C1)[C@]1(O)[C@H](O)[C@@H](O)[C@H](O)[C@H](O1)CO)CC1=CC=C(C=C1)O[C@H]1COCC1 1-chloro-4-(β-D-glucopyranos-1-yl)-2-[4-((R)-tetrahydrofuran-3-yloxy)-benzyl]-benzene